FC1(OC2=C(O1)C=CC(=C2)[C@@H](C)OC2=NC=CC(=C2)N2N=C(C=1CCCC(C21)OC21CC(C2)(C1)C(=O)OC)C(F)(F)F)F methyl 3-((1-(2-((R)-1-(2,2-difluorobenzo[d][1,3]dioxol-5-yl)ethoxy)pyridin-4-yl)-3-(trifluoromethyl)-4,5,6,7-tetrahydro-1H-indazol-7-yl)oxy)bicyclo[1.1.1]pentane-1-carboxylate